ethyl 2-(benzyl (methyl) amino)-5-ethoxy-1-methyl-6-oxo-1,6-dihydropyrimidine-4-carboxylate C(C1=CC=CC=C1)N(C=1N(C(C(=C(N1)C(=O)OCC)OCC)=O)C)C